N-(6-Chloropyridazin-4-yl)-8-isopropyl-5-((2R,3S)-2-methyl-3-((methylsulfonyl)methyl)azaCyclobutan-1-yl)quinazolin-2-amine ClC1=CC(=CN=N1)NC1=NC2=C(C=CC(=C2C=N1)N1[C@@H]([C@H](C1)CS(=O)(=O)C)C)C(C)C